O1C(COCC1)CNC(CCCCCCCC(=O)OCCC(CCCCC)CCCCC)CCCCCCCC(=O)OCCC(CCCCC)CCCCC bis(3-pentyloctyl) 9-(((1,4-dioxan-2-yl)methyl)amino)heptadecanedioate